methylhistamine CNCCC1=CN=CN1